4,6-bis(1,1-dimethylethyl)-2-methylphenol CC(C)(C)C1=CC(=C(C(=C1)C(C)(C)C)O)C